BrC=1C=C2C=3C4=C(C5=CC=CC=C5OC14)C(=CC3C(OC2=O)=O)Br 5,11-dibromo-1h,3h-isochromeno[6,5,4-mna]xanthene-1,3-dione